C1(CC1)N(C(C(=O)O)C)C 2-[CYCLOPROPYL(METHYL)AMINO]PROPANOIC ACID